4-(2-(5-cyclopropyl-4-fluoro-3,3-dimethyl-2-oxoindolin-1-yl)acetamido)butanoic acid C1(CC1)C=1C(=C2C(C(N(C2=CC1)CC(=O)NCCCC(=O)O)=O)(C)C)F